C(C=CC1=CC=CC=C1)(=O)OC1=CC=C2C3=C1OC1C34CCN(C(C4(CCC1O)O)C2)CC2CCC2 3-(cyclobutylmethyl)-4a,7-dihydroxy-2,3,4,4a,5,6,7,7a-octahydro-1H-4,12-methanobenzofuro[3,2-e]isoquinolin-9-yl cinnamate